(Z)-6-chloro-3-[(2-chloro-3-fluoropyridin-4-yl)methylene]-1,3-dihydro-2H-pyrrolo[3,2-c]pyrrolidin-2-one ClC1C2=C(CN1)/C(/C(N2)=O)=C/C2=C(C(=NC=C2)Cl)F